5-bromo-2-chloro-4-(2-chlorophenyl)pyridine BrC=1C(=CC(=NC1)Cl)C1=C(C=CC=C1)Cl